C(C1=CC=CC=C1)OC=1C=C(C(=NC1)C(C(=O)OCC)C(=O)OCC)F Diethyl 2-(5-(benzyloxy)-3-fluoropyridin-2-yl)malonate